COC=1C=C(C=CC1OC)C1=NC=2N3C(N(C(C2N1)=O)CCC)=NC=C3 2-(3,4-dimethoxyphenyl)-5-propyl-3H-imidazo[2,1-b]purin-4-one